N1C=NC=C1CN1CCC(CC1)C=1C=C2C(=C(NC2=CC1)C1=C(C(=NC=C1)C)N)C(C)C 4-(5-(1-((1H-imidazol-5-yl)methyl)piperidin-4-yl)-3-isopropyl-1H-indol-2-yl)-2-methylpyridin-3-amine